(S)-1-((8-(3-bromo-2-methylphenylamino)-1,7-naphthyridin-3-yl)methyl)pyrrolidin-3-ol BrC=1C(=C(C=CC1)NC=1N=CC=C2C=C(C=NC12)CN1C[C@H](CC1)O)C